C(CCCCCCCCC(=O)O)(=O)O.C(CCCCCCCCC)(O)O decanediol sebacate